CC1=NOC(=C1C1=CC=C2C=3N([C@H](COC31)C3=NC=CC=C3)C(=N2)N2CCN(CC2)C)C (4S)-7-(3,5-dimethylisoxazol-4-yl)-2-(4-methylpiperazin-1-yl)-4-pyridin-2-yl-4,5-dihydroimidazo[1,5,4-de][1,4]benzoxazine